rac-(2s,4s)-4-fluoro-4-methyl-2-phenylpiperidine F[C@@]1(C[C@H](NCC1)C1=CC=CC=C1)C |r|